[4,4-dimethyl-6-oxo-1-[(R)-pyridin-1-ium-3-yl-[(1R,2R)-2-[(2,2,7-trimethylchroman-4-yl)carbamoyl]cyclopropyl]methyl]hexahydropyrimidin-2-ylidene]ammonium CC1(NC(N(C(C1)=O)[C@H]([C@H]1[C@@H](C1)C(NC1CC(OC2=CC(=CC=C12)C)(C)C)=O)C=1C=[NH+]C=CC1)=[NH2+])C